glycerol triacontanoate C(CCCCCCCCCCCCCCCCCCCCCCCCCCCCC)(=O)OCC(O)CO